tert-butyl (methyl-d3)(p-tolyl)carbamate C([2H])([2H])([2H])N(C(OC(C)(C)C)=O)C1=CC=C(C=C1)C